N1(CCOCC1)CC(=O)NC1=C(C=C(C=C1)NC=1N=CC2=C(N1)CNCC2)C(F)(F)F 2-(morpholin-4-yl)-N-[4-({5H,6H,7H,8H-pyrido[3,4-d]pyrimidin-2-yl}amino)-2-(trifluoromethyl)phenyl]acetamide